C(C1=CC=CC=C1)O[C@H]1[C@@H](CSSC1)O |r| (±)-Trans-5-benzyloxy-1,2-dithiane-4-ol